4-(((1s)-1-(4-chloro-8-(2-hydroxypyrrolidin-1-yl)-1-oxo-2-phenyl-1,2-dihydroisoquinolin-3-yl)ethyl)amino)pyrido[2,3-d]pyrimidin-5(8H)-one ClC1=C(N(C(C2=C(C=CC=C12)N1C(CCC1)O)=O)C1=CC=CC=C1)[C@H](C)NC=1C2=C(N=CN1)NC=CC2=O